2,5-dimethylhex-2-enoic acid ethyl ester hydrochloride Cl.C(C)OC(C(=CCC(C)C)C)=O